C(=O)O.ClC1=C(C=CC(=C1)NC=1C=2N(C=CN1)C(=CN2)C=2C(=NN(C2)CC2=NC=CC(=N2)C)C(F)(F)F)C(=O)N2CCNCC2 [2-chloro-4-[[3-[1-[(4-methylpyrimidin-2-yl)methyl]-3-(trifluoromethyl)pyrazol-4-yl]imidazo[1,2-a]pyrazin-8-yl]amino]phenyl]-piperazin-1-ylmethanone formate